N-(6-(2-mercaptoacetylamino)hexyl)-3-methoxy-4-((5-nitro-1H-indol-3-yl)methyl)benzamide SCC(=O)NCCCCCCNC(C1=CC(=C(C=C1)CC1=CNC2=CC=C(C=C12)[N+](=O)[O-])OC)=O